4-methoxycarbonylcycloheptanecarboxylic acid COC(=O)C1CCC(CCC1)C(=O)O